C(C)N1C2=C([C@@H]([C@@H](C1=O)NC(C1=CC(=CC=C1)C)=O)C1=CC=C(C=C1)F)C(=NN2CC(F)(F)F)C N-[(4S,5S)-7-ethyl-4-(4-fluorophenyl)-3-methyl-6-oxo-1-(2,2,2-trifluoroethyl)-1H,4H,5H,6H,7H-pyrazolo[3,4-b]pyridin-5-yl]-3-methylbenzamide